ON(O)CC N,N-dihydroxyethylamine